1-acetyl-5-chloro-pyrazolo[3,4-c]pyridine-7-carbonitrile C(C)(=O)N1N=CC=2C1=C(N=C(C2)Cl)C#N